diethyl-(E)-pentafluoropropenylamine C(C)N(/C(=C(/C(F)(F)F)\F)/F)CC